OC1=CC=C(C[C@@H]2N(CCN(CCN(CCN(C2)CC(=O)OC(C)(C)C)CC(=O)OC(C)(C)C)CC(=O)OC(C)(C)C)CC(=O)OC(C)(C)C)C=C1 (s)-tetra-tert-butyl 2,2',2'',2'''-(2-(4-hydroxybenzyl)-1,4,7,10-tetraazacyclododecane-1,4,7,10-tetrayl)tetraacetate